6-bromo-4-chloro-thieno[2,3-d]pyrimidine BrC1=CC2=C(N=CN=C2Cl)S1